4-tert-butoxy-6-cyclopropyl-7-[6-fluoro-5-methyl-2-(triphenylmethyl)-2H-indazole-4-yl]-2-[(2S)-2-methoxypropoxy]-8-[(1S)-1-phenylethoxy]quinazoline C(C)(C)(C)OC1=NC(=NC2=C(C(=C(C=C12)C1CC1)C=1C2=CN(N=C2C=C(C1C)F)C(C1=CC=CC=C1)(C1=CC=CC=C1)C1=CC=CC=C1)O[C@@H](C)C1=CC=CC=C1)OC[C@H](C)OC